1-(2-chloro-4'-ethoxy-[1,1'-biphenyl]-4-yl)ethan-1-one ClC1=C(C=CC(=C1)C(C)=O)C1=CC=C(C=C1)OCC